rac-(4aR,8aS)-6-(4-(1-(4-Fluorophenyl)-3-methoxypropyl)piperidine-1-carbonyl)hexahydro-2H-pyrido[4,3-b][1,4]oxazin-3(4H)-one FC1=CC=C(C=C1)C(CCOC)C1CCN(CC1)C(=O)N1C[C@@H]2[C@@H](OCC(N2)=O)CC1 |r|